FC1=CC=C(C=C1)[C@](C)(N)C=1C=NC(=NC1)N1CCN(CC1)C1=NC=NN2C1=CC(=C2)C=2C=NN(C2)C (s)-1-(4-fluorophenyl)-1-(2-(4-(6-(1-methyl-1H-pyrazol-4-yl)pyrrolo[2,1-f][1,2,4]triazin-4-yl)piperazin-yl)pyrimidin-5-yl)ethan-1-amine